3-trifluoromethyl-oxetan FC(C1COC1)(F)F